3-iodo-1H-pyrrolo[3,2-b]pyridine-6-carboxylic acid IC1=CNC=2C1=NC=C(C2)C(=O)O